5-amino-7-bromo-6-fluoro-2-methyl-2H-indazole-4-carboxylic acid NC1=C(C2=CN(N=C2C(=C1F)Br)C)C(=O)O